4-(5,7-dihydroxy-6-methoxy-4-oxo-4H-chromen-3-yl)phenolate OC1=C2C(C(=COC2=CC(=C1OC)O)C1=CC=C(C=C1)[O-])=O